4-Hydroxycyclohexanecarboxylic acid [3-(1-ethyl-8-oxo-spiro[6,7-dihydro-4H-pyrazolo[3,4-c]azepin-5,4'-tetrahydropyran]-3-yl)-2,2-dimethyl-propyl] ester C(C)N1N=C(C2=C1C(NCC1(CCOCC1)C2)=O)CC(COC(=O)C2CCC(CC2)O)(C)C